FC1=C2C=NC(NC2=CC=C1)=O 5-fluoro-1H-quinazolin-2-one